2-((8-bromo-6-cyclopropylimidazo[1,2-a]pyridin-2-yl)methyl)-pyrazolo[1,5-a]pyrazin-4-ol BrC=1C=2N(C=C(C1)C1CC1)C=C(N2)CC2=NN1C(C(=NC=C1)O)=C2